2-(Chloromethyl)-7-(2-Methylbutan-2-yl)benzofuran ClCC=1OC2=C(C1)C=CC=C2C(C)(CC)C